C(C)(C)(C)OC(=O)N[C@@H](CO)[C@H](O)[C@H](O)CCCCCCCCCCCCCC N-tert-butyloxycarbonyl-phytosphingosine